C(\C=C\C(=O)O)(=O)N fumaric amide